CN1C2CN(CC1CC2)CC=2C=CC=1N(C2)C=C(N1)CN1C(C2=CN=CC(=C2C=C1)N1CC2(C1)CCOCC2)=O 2-{[6-({8-methyl-3,8-diazabicyclo[3.2.1]octan-3-yl}methyl)imidazo[1,2-a]pyridin-2-yl]methyl}-5-{7-oxa-2-azaspiro[3.5]nonan-2-yl}-1,2-dihydro-2,7-naphthyridin-1-one